CC=1N(C(C2=C(N1)N(N=C2)C2=CC=CC=C2)=O)OCCCCCN2CCN(CC2)C 6-methyl-5-{[5-(4-methylpiperazin-1-yl)pentyl]oxy}-1-phenyl-4,5-dihydropyrazolo[3,4-d]pyrimidin-4-one